(4-chlorophenyl)(morpholin-4-yl)methanone ClC1=CC=C(C=C1)C(=O)N1CCOCC1